1-triethoxysilyl-6-bis(methyldiethoxysilylpropylamino)methylsilylhexane C(C)O[Si](CCCCCC[SiH2]C(NCCC[Si](C)(OCC)OCC)NCCC[Si](OCC)(OCC)C)(OCC)OCC